2-[methyl(2,2,6,6-tetramethylpiperidin-4-yl)amino][1,3]thiazolo[5,4-d]pyrimidin CN(C=1SC=2N=CN=CC2N1)C1CC(NC(C1)(C)C)(C)C